CN1C(N(C2=C1C=C(C=C2)CCN(CCNC)C)C2C(NC(CC2)=O)=O)=O 3-[3-methyl-5-[2-[methyl-[2-(methylamino)ethyl]amino]ethyl]-2-oxo-benzimidazol-1-yl]piperidine-2,6-dione